C(C)C(=O)OCC ethanol ethyl-formate